C(C)(C)(C)OC(=O)N1C(C(CC1)(F)F)CN 2-(aminomethyl)-3,3-difluoro-pyrrolidine-1-carboxylic acid tert-butyl ester